1-(methyl-sulfonyl)indoline-6-carboxylic acid CS(=O)(=O)N1CCC2=CC=C(C=C12)C(=O)O